Cyclopropane-1,1-dicarboxylic acid C1(CC1)(C(=O)O)C(=O)O